((4-methoxy-3,5-dimethylpyridin-2-yl)-methyl)(naphthalen-1-yl)carbamic acid tert-butyl ester C(C)(C)(C)OC(N(C1=CC=CC2=CC=CC=C12)CC1=NC=C(C(=C1C)OC)C)=O